ClC=1C(=NC(=NC1)NC1CCOCC1)C1=CC=C2CN(C(C2=C1)=O)CC(=O)NC(C)C1=C(C=CC=C1)F 2-(6-{5-chloro-2-[(oxacyclohex-4-yl)amino]pyrimidin-4-yl}-1-oxo-2,3-dihydro-1H-isoindol-2-yl)-N-[1-(2-fluorophenyl)ethyl]acetamide